CC(CC(C)(C)C)(C)C1=C(C=CC(=C1)O)O 2-(1,1,3,3-tetramethylbutyl)-1,4-benzenediol